O=C1NC(CCC1N1CC2=CC=CC(=C2C1=O)NCC(=O)O)=O 2-[[2-(2,6-dioxo-3-piperidyl)-3-oxo-isoindolin-4-yl]amino]acetic acid